2,6-dioxo-piperidin-1-ylmethyl-isobutyrate O=C1N(C(CCC1)=O)COC(C(C)C)=O